5-{2-[5-chloro-2-(7-methylquinoline-8-sulfonamido)phenyl]ethynyl}-4-methoxypyridine-2-carboxylic acid ClC=1C=CC(=C(C1)C#CC=1C(=CC(=NC1)C(=O)O)OC)NS(=O)(=O)C=1C(=CC=C2C=CC=NC12)C